4-((1R,5S)-3,8-diazabicyclo[3.2.1]octan-3-yl)-7-(4-(difluoro(phenyl)methyl)phenyl)-8-fluoro-2-((tetrahydro-1H-pyrrolizin-7a(5H)-yl)methoxy)pyrido[4,3-d]pyrimidine [C@H]12CN(C[C@H](CC1)N2)C=2C1=C(N=C(N2)OCC23CCCN3CCC2)C(=C(N=C1)C1=CC=C(C=C1)C(C1=CC=CC=C1)(F)F)F